6-((1-acryloylpiperidin-4-yl)oxy)-4-((5-(furan-2-yl)-2-methoxyphenyl)amino)-7-methoxyquinolin-3-carbonitrile C(C=C)(=O)N1CCC(CC1)OC=1C=C2C(=C(C=NC2=CC1OC)C#N)NC1=C(C=CC(=C1)C=1OC=CC1)OC